N-isopropyl-6-(5-(8-methoxy-[1,2,4]triazolo[1,5-a]pyridin-6-yl)-4-(2,2,2-trifluoroethyl)-1H-pyrazol-3-yl)-N-methyl-1,2,3,4-tetrahydronaphthalen-2-amine C(C)(C)N(C1CC2=CC=C(C=C2CC1)C1=NNC(=C1CC(F)(F)F)C=1C=C(C=2N(C1)N=CN2)OC)C